C(C)(C)(C)OC(CC[C@@H](C(=O)N)N1C(C2=CC=C(C=C2C1)C[C@@H]1[C@H](CCC(C1)C)NC(=O)OC(C)(C)C)=O)=O (4S)-5-amino-4-(5-(((1r,2S)-2-((tert-butoxycarbonyl)amino)-5-methylcyclohexyl)methyl)-1-oxoisoindolin-2-yl)-5-oxopentanoic acid tert-butyl ester